tert-butyl (2,5,8,11,14,17,20,23-octaoxahexacosane-26-oyl)-L-asparaginate COCCOCCOCCOCCOCCOCCOCCOCCC(=O)N[C@@H](CC(N)=O)C(=O)OC(C)(C)C